4-(piperazin-1-ylsulfonyl)morpholine N1(CCNCC1)S(=O)(=O)N1CCOCC1